NC1=CC=C(C=N1)C(=O)N1CCN(CC1)CC (6-aminopyridin-3-yl)(4-ethylpiperazin-1-yl)methanone